FC1=NC=CC(=C1)C1(CC(C1)C)O 1-(2-fluoropyridin-4-yl)-3-methylcyclobutan-1-ol